5-(8-fluoro-3-methylimidazo[1,2-a]pyridin-6-yl)-7H-pyrrolo[2,3-d]pyrimidine FC=1C=2N(C=C(C1)C1=CNC=3N=CN=CC31)C(=CN2)C